Tert-butyl (3R,4S)-3-fluoro-4-(3-(4-(trifluoromethoxy)phenyl)ureido)piperidine-1-carboxylate F[C@@H]1CN(CC[C@@H]1NC(=O)NC1=CC=C(C=C1)OC(F)(F)F)C(=O)OC(C)(C)C